dimethyl-1H-imidazol CC1=C(N=CN1)C